C1(CC1)C(=O)NC1=CC(=C(N=N1)C(=O)NOCC)NC1=C(C(=CC(=C1)F)C1=NN(C=N1)C)OC 6-(cyclopropanecarboxamido)-N-ethoxy-4-((5-fluoro-2-methoxy-3-(1-methyl-1H-1,2,4-Triazol-3-yl)phenyl)amino)pyridazine-3-carboxamide